COC1=C(C=CC=C1)C1=C(C=C(C=C1C)C)C 2-methoxy-2',4',6'-trimethyl-[1,1'-biphenyl]